N-[3-[5-chloro-2-[(2,5-dimethylpyrazol-3-yl)amino]-pyrimidin-4-yl]-1-methyl-indol-6-yl]prop-2-enamide ClC=1C(=NC(=NC1)NC=1N(N=C(C1)C)C)C1=CN(C2=CC(=CC=C12)NC(C=C)=O)C